COC=1C=C(C(=O)N)C=CC1NCC#CC=1N(C2=CC=CC(=C2C1)NC1CCC(CC1)N1CC2(C1)CCOCC2)CC(F)(F)F 3-methoxy-4-{[3-(4-{[(1R,4R)-4-{7-oxa-2-azaspiro[3.5]nonan-2-yl}cyclohexyl]amino}-1-(2,2,2-trifluoroethyl)-1H-indol-2-yl)prop-2-yn-1-yl]amino}benzamide